1''-(3-((4-(dodecyloxy)-3-fluorophenyl)sulfonyl)-6-(methylsulfinyl)quinolin-4-yl)-[1,4':1',4''-terpiperidin]-4-ol C(CCCCCCCCCCC)OC1=C(C=C(C=C1)S(=O)(=O)C=1C=NC2=CC=C(C=C2C1N1CCC(CC1)N1CCC(CC1)N1CCC(CC1)O)S(=O)C)F